N-(4-methoxyphenyl)aniline COC1=CC=C(C=C1)NC2=CC=CC=C2